FC(C(=O)O)(F)F.ClC=1C=CC=C2C=C(C=C(C12)C1=C(C=C2C(=NC(=NC2=C1F)OC[C@H]1N(CCC1)C)N1C[C@@](CCC1)(O)C)F)O (3R)-1-(7-(8-chloro-3-hydroxynaphthalen-1-yl)-6,8-difluoro-2-(((S)-1-methylpyrrolidin-2-yl)methoxy)quinazolin-4-yl)-3-methylpiperidin-3-ol trifluoroacetate salt